acryloyl-4-methylpiperidin C(C=C)(=O)N1CCC(CC1)C